tert-butyl (2-((5,7-dichloro-8-fluoro-2-(methylthio)pyrido[4,3-d]pyrimidin-4-yl)(4-hydroxybutan-2-yl)amino)ethyl)(methyl)carbamate ClC1=NC(=C(C=2N=C(N=C(C21)N(CCN(C(OC(C)(C)C)=O)C)C(C)CCO)SC)F)Cl